3-[[4-[3-fluoro-5-isobutyl-2-(2H-tetrazol-5-yl)phenyl]piperazin-1-yl]methyl]pyridazine FC=1C(=C(C=C(C1)CC(C)C)N1CCN(CC1)CC=1N=NC=CC1)C=1N=NNN1